ClCC(=O)NC[C@H]([C@@H]([C@@H]([C@H](C=O)O)O)O)O 6-chloroacetamido-6-deoxygalactose